((3-(2-chloro-3-fluoropyridin-4-yl)-1-methyl-1H-pyrazol-4-yl)methyl)(methyl)carbamic acid tert-butyl ester C(C)(C)(C)OC(N(C)CC=1C(=NN(C1)C)C1=C(C(=NC=C1)Cl)F)=O